C1(CC1)C1=NN(C(=C1SCC)C1=NC2=C(C=NC(=C2)C(F)(F)F)N1C)C(=O)N(C)C 3-cyclopropyl-4-(ethylthio)-N,N-dimethyl-5-(3-methyl-6-(trifluoromethyl)-3H-imidazo[4,5-c]pyridin-2-yl)-1H-pyrazole-1-carboxamide